4-methoxy-5-[4-(trifluoromethyl)phenoxy]pyridine-2-carboxylic acid COC1=CC(=NC=C1OC1=CC=C(C=C1)C(F)(F)F)C(=O)O